CC/C=C\\CC(C(/C=C/C(CCCCCCCC(=O)O)O)O)O The molecule is a octadecanoid that is (10E,15Z)-octadecadienoic acid carrying three hydroxy substituents at positions 9, 12 and 13. It has a role as a plant metabolite, an antioxidant and an antifungal agent. It is a long-chain fatty acid, an octadecanoid, an oxylipin and a hydroxy polyunsaturated fatty acid.